N-(2-((4-(2-(((2-(2-Fluorophenyl)pyrimidin-5-yl)methyl)(pyridin-3-ylmethyl)amino)ethyl)phenyl)carbamoyl)-4,5-dimethoxyphenyl)-4-oxo-4H-chromene-2-carboxamide FC1=C(C=CC=C1)C1=NC=C(C=N1)CN(CCC1=CC=C(C=C1)NC(=O)C1=C(C=C(C(=C1)OC)OC)NC(=O)C=1OC2=CC=CC=C2C(C1)=O)CC=1C=NC=CC1